N-(2-((1S,4S)-2-oxa-5-azabicyclo[2.2.1]heptane-5-yl)-5-((6-((R)-3-(2,5-difluorophenyl)isoxazolidine-2-yl)pyrimidine-4-yl)amino)-4-methoxyphenyl)acrylamide 2,16-diazaicosan-20-oate CNCCCCCCCCCCCCCNCCCC(=O)O.[C@@H]12OC[C@@H](N(C1)C1=C(C=C(C(=C1)OC)NC1=NC=NC(=C1)N1OCC[C@@H]1C1=C(C=CC(=C1)F)F)NC(C=C)=O)C2